butyl-4-[cyano(1H-indazol-3-yl)methylidene]piperidine-1-carboxylate C(CCC)OC(=O)N1CCC(CC1)=C(C1=NNC2=CC=CC=C12)C#N